3-(5-(((1s,6s)-6-(cyclohexylamino)-3-fluorocyclohexane-2-en-1-yl)methyl)-1-oxoisoindolin-2-yl)piperidine-2,6-dione C1(CCCCC1)N[C@H]1CCC(=C[C@@H]1CC=1C=C2CN(C(C2=CC1)=O)C1C(NC(CC1)=O)=O)F